tert-butyl ((1r,4r)-4-(((2-(2,6-dioxopiperidin-3-yl)-1-oxoisoindolin-4-yl)amino)methyl)cyclohexyl)carbamate O=C1NC(CCC1N1C(C2=CC=CC(=C2C1)NCC1CCC(CC1)NC(OC(C)(C)C)=O)=O)=O